CC1=NC=C(C(=O)OC)C(=C1)C1=C(C=CC=C1)COC1OCCCC1 methyl 6-methyl-4-(2-(((tetrahydro-2H-pyran-2-yl)oxy)methyl)phenyl)nicotinate